C(C)(C)(C)OC(=O)N1[C@H](C[C@@H](C1)OC1=CC=C2CCC(NC2=C1)=O)COC1=C(C(=O)O)C(=CC=C1)OC(C)C 2-(((2R,4S)-1-(tert-butoxycarbonyl)-4-((2-oxo-1,2,3,4-tetrahydroquinolin-7-yl)oxy)pyrrolidine-2-yl)methoxy)-6-isopropoxybenzoic acid